Cl.Cl.O1C[C@@H]([C@@H](C1)N)N (3R,4S)-tetrahydrofuran-3,4-diamine dihydrochloride